C(CCC)=O butan-1-al